BrCC1=CC2=C(OCCO2)C=C1 6-bromomethyl-2,3-dihydro[1,4]benzodioxine